3-(2-chloro-3-(1-(cyclopropylmethyl)-2-oxoindolin-5-yl)phenyl)piperidine-2,6-dione ClC1=C(C=CC=C1C=1C=C2CC(N(C2=CC1)CC1CC1)=O)C1C(NC(CC1)=O)=O